COC=1N=C2C(=C3C(=NC2=CC1OCCCN1CCCC1)CCC3)NC[C@@H]3COCC3 2-methoxy-N-{[(3R)-oxolan-3-yl]methyl}-3-[3-(pyrrolidin-1-yl)propoxy]-6H,7H,8H-cyclopenta[b]1,5-naphthyridin-9-amine